ClC=1C=CC2=C(C1)C=1N=CN=C(C1O2)C2=CC=CC=1OC3=C(C12)C=C(C=C3)C3=CC(=CC=C3)C=3C=CC=1N(C2=CC=CC=C2C1C3)C3=CC=CC=C3 8-chloro-4-[8-[3-(9-phenyl-9H-carbazol-3-yl)phenyl]-1-dibenzofuranyl]-[1]benzofuro[3,2-d]pyrimidine